ClCC([C@H](C[C@H]1C(NCC1)=O)NC([C@H](CC1CC1)NC(=O)C=1NC2=C(C=CC=C2C1)F)=O)=O N-[(2S)-1-({(2S)-4-chloro-3-oxo-1-[(3S)-2-oxopyrrolidin-3-yl]butan-2-yl}amino)-3-cyclopropyl-1-oxopropan-2-yl]-7-fluoro-1H-indole-2-carboxamide